ClC1=CC2=C3N=C(C=4C(NC5=CC=NC(C6=C(C=C(CN(C(CCN(C3=N1)C)=O)C)C=C6)C)=C5C4)=O)N2 7-chloro-10,14,18-trimethyl-3,8,10,14,21,25,31-heptaazahexacyclo[18.6.2.216,19.12,5.04,9.024,28]hentriaconta-1(27),2,4,6,8,16,18,20(28),21,23,29-undecaene-13,26-dione